FC1(CC(CC1)NC1=NC(=NC=C1C(=O)N)NC1=C(C=C2CCN(CC2=C1)C)OC)F 4-[(3,3-difluorocyclopentyl)amino]-2-[(6-methoxy-2-methyl-1,2,3,4-tetrahydroisoquinolin-7-yl)amino]pyrimidine-5-carboxamide